3-(5-(1H-imidazo[4,5-b]pyridin-5-yl)-1-oxoisoindolin-2-yl)piperidine-2,6-dione N1C=NC2=NC(=CC=C21)C=2C=C1CN(C(C1=CC2)=O)C2C(NC(CC2)=O)=O